(3R)-3-methyl-piperidin-3-ol C[C@@]1(CNCCC1)O